(cis)-5-(4-(trifluoromethyl)phenyl)-6,6a,7,8,9,10-hexahydro-5H-dipyrido[1,2-a:3',2'-e]pyrazine-8-carboxylic acid FC(C1=CC=C(C=C1)N1C[C@H]2N(C3=C1C=CC=N3)CC[C@@H](C2)C(=O)O)(F)F